1-Oxo-8-azaspiro[4.5]dec-2-ene-8-carboxylic acid tert-butyl ester C(C)(C)(C)OC(=O)N1CCC2(CC=CC2=O)CC1